CC[C@H](C)CCC(=O)N[C@H](C(C)C)C(=O)N[C@@H]([C@@H](C)O)C(=O)N[C@@H](C(C)C)C(=O)N[C@H](C(C)C)C(=O)N1CCC[C@@H]1C(=O)N[C@@H](CCCN)C(=O)N[C@H]([C@@H](C)CC)C(=O)N[C@@H]2[C@H](OC(=O)[C@@H](NC(=O)/C(=C/C)/NC(=O)[C@@H](NC(=O)[C@H](NC(=O)[C@H](NC2=O)[C@@H](C)CC)C(C)C)CC3=CC=CC=C3)C(C)C)C The molecule is a synthetic cyclodepsipeptide derived from a marine metabolite that exhibits antineoplastic properties. It has a role as an antineoplastic agent.